C(C)(C)(C)OC(=O)N1CCC(CC1)OS(=O)(=O)C 1-(t-Butoxycarbonyl)-4-(methylsulfonyloxy)piperidine